C(C)(C)(C)OC(=O)N[C@@H](CCCCN=C(NC(OC(C)(C)C)=O)NC(OC(C)(C)C)=O)C(=O)O N2-(tert-Butoxycarbonyl)-N6-(2,2,10,10-tetramethyl-4,8-dioxo-3,9-dioxa-5,7-diazaundecan-6-ylidene)-L-lysine